ClC=1C(=NC(=NC1)NCC1CCC(CC1)NC1=CC=C(C=C1)C1C(NC(CC1)=O)=O)NC=1C=C2C=C(C(N(C2=CC1)C)=O)OCC(=O)NC 2-((6-((5-chloro-2-((((1r,4r)-4-((4-(2,6-dioxopiperidin-3-yl)phenyl)amino)cyclohexyl)methyl)amino)pyrimidin-4-yl)amino)-1-methyl-2-oxo-1,2-dihydroquinolin-3-yl)oxy)-N-methylacetamide